7-cyclopropyl-2-[(2R)-2-(1-cyclopropylpyrazol-4-yl)tetrahydropyran-4-yl]-4-(2,4-difluorophenyl)-N,N-dimethyl-pteridine-6-carboxamide C1(CC1)C1=C(N=C2C(=NC(=NC2=N1)C1C[C@@H](OCC1)C=1C=NN(C1)C1CC1)C1=C(C=C(C=C1)F)F)C(=O)N(C)C